ClC=1C=C2C=C(NC2=CC1OCC=1N=CSC1)C(C)NC(=O)C1(CC1)C N-(1-(5-chloro-6-(thiazol-4-ylmethoxy)-1H-indol-2-yl)ethyl)-1-methylcyclopropane-1-carboxamide